3-oxo-1-phenyl-2,7,10-trioxa-4-azadodecan-12-yl 4-methylbenzenesulfonate CC1=CC=C(C=C1)S(=O)(=O)OCCOCCOCCNC(OCC1=CC=CC=C1)=O